dimethyl-ethyl-dodecyl-ammonium chloride [Cl-].C[N+](CCCCCCCCCCCC)(CC)C